C(C(=C)C)(=O)O.C(=O)C1=CC=C(OC(=O)NC(CO)O)C=C1 2-((4-formylphenoxycarbonyl)amino)ethylene glycol methacrylate